COC=1C(=CC2=C(N=C(S2)NC(CC2=CC(=CC=C2)S(=O)(=O)C(C)C)=O)C1)OC N-(5,6-Dimethoxy-benzothiazol-2-yl)-2-[3-(propane-2-sulfonyl)-phenyl]-acetamide